CNC(=O)C1=C(C=CC=C1)NC1=NC(=NC=C1C(F)(F)F)NC1=CC=C(C=C1)C=1C=NN(C1)C1CCN(CC1)C(=O)OC(C)(C)C tert-butyl 4-(4-(4-((4-((2-(methylcarbamoyl)phenyl)amino)-5-(trifluoromethyl)pyrimidin-2-yl)amino)phenyl)-1H-pyrazol-1-yl)piperidine-1-carboxylate